3-fluoro-4-(trifluoromethyl)phenylboronic acid FC=1C=C(C=CC1C(F)(F)F)B(O)O